OC1(CC(C1)C(=O)N1CC2(C1)CC(C2)OC2=C(C(=CC=C2)C(F)(F)F)C)C ((1s,3s)-3-Hydroxy-3-methylcyclobutyl)(6-(2-methyl-3-(trifluoromethyl)phenoxy)-2-azaspiro[3.3]heptan-2-yl)methanone